ClC1=NC=C(C=N1)C1CCC(CC1)C1=NOC(=C1C)C(C(=O)[O-])C(C)C 2-{3-[4-(2-Chloropyrimidin-5-yl) cyclohexyl]-methyl 1,2-oxazol-5-yl}-3-methylbutanoate